OC(CN1C=NC=C1)C N-((2-Hydroxy)-propyl)imidazole